2-[(2R)-3-[(4aR,8aS)-3,4,4a,5,6,7,8,8a-octahydro-2H-quinolin-1-yl]-2-[cyclopropyl-[(2-fluoro-4-methoxy-phenyl)methyl]amino]-3-oxo-propyl]isoindoline-1,3-dione N1(CCC[C@H]2CCCC[C@H]12)C([C@@H](CN1C(C2=CC=CC=C2C1=O)=O)N(CC1=C(C=C(C=C1)OC)F)C1CC1)=O